2-butyl-4-(6,7-dimethylpyrazolo[1,5-a]pyridin-3-yl)-2-methyl-2H-benzo[e][1,3]thiazine 1,1-dioxide C(CCC)C1(S(C2=C(C(=N1)C=1C=NN3C1C=CC(=C3C)C)C=CC=C2)(=O)=O)C